tert-butyl 3-[5-(6-{3-cyanopyrrolo[1,2-b]pyridazin-7-yl}-4-[(oxan-4-yl)amino] pyridin-3-yl)-1,3,4-thiadiazol-2-yl]-3,9-diazabicyclo[3.3.1]nonane-9-carboxylate C(#N)C1=CC=2N(N=C1)C(=CC2)C2=CC(=C(C=N2)C2=NN=C(S2)N2CC1CCCC(C2)N1C(=O)OC(C)(C)C)NC1CCOCC1